C1(=CC=CC=C1)[C@@H]1P([C@H](CC1)C1=CC=CC=C1)C[C@@H](C)O (R)-1-((2R,5R)-2,5-diphenylphospholane-1-yl)propan-2-ol